C(C)(C)(C)OC(/N=C\1/N(S(C[C@@](N1)(C)C1=C(C(=CC=C1)N1C(=NC2=C1C=C(C=C2)Cl)N2CCOCC2)F)(=O)=O)C)=O (NE)-N-[(5R)-5-{3-[6-chloro-2-(morpholin-4-yl)benzimidazol-1-yl]-2-fluoro-phenyl}-2,5-diMethyl-1,1-dioxo-1,2,4-thiadiazine-3-ylidene]Carbamic acid tert-butyl ester